CNC(C(F)(F)CC)=O N-Methyl-2-ethyl-2,2-difluoroacetamide